ClC=1C=C2C(=C3C1NC(NC31CCCCC1)=O)OC(=N2)CN2C[C@H](CCC2)OC 5-chloro-2-{[(3S)-3-methoxypiperidin-1-yl]methyl}-7,8-dihydro-6H-spiro[[1,3]oxazolo[5,4-f]quinazoline-9,1'-cyclohexan]-7-one